1-(4-bromo-2,5-dimethoxyphenyl)butan-2-amine BrC1=CC(=C(C=C1OC)CC(CC)N)OC